BrC1=C(C=C(C=C1)C(F)(F)F)OC 4-bromo-3-methoxybenzotrifluoride